2-(5-bromo-2-chlorophenyl)ethan-1-ol BrC=1C=CC(=C(C1)CCO)Cl